C(CC(=O)C)(=O)O.C(CCC(=O)O)(=O)SCCNC(CCNC([C@@H](C(COP(OP(OC[C@@H]1[C@H]([C@H]([C@@H](O1)N1C=NC=2C(N)=NC=NC12)O)OP(=O)(O)O)(=O)O)(=O)O)(C)C)O)=O)=O succinyl-CoA acetoacetate